tert-butyl (5-amino-4-(N-(tert-butoxycarbonyl)sulfamoyl)-2-chlorophenyl)((6-cyclopropyl imidazo[1,2-a]pyridin-2-yl)methyl)carbamate NC=1C(=CC(=C(C1)N(C(OC(C)(C)C)=O)CC=1N=C2N(C=C(C=C2)C2CC2)C1)Cl)S(NC(=O)OC(C)(C)C)(=O)=O